CC(CC(C)=O)=O.CC(CC(C)=O)=O.CC(CC(C)=O)=O.[Al+3] aluminum (III) tris(2,4-pentanedione)